C(#N)C=1C=C(C=NC1OC(F)F)NC(=O)C1CC(C2=C1C=NC=1N2N=C(C1)C(F)F)(C)C N-(5-cyano-6-(difluoromethoxy)pyridin-3-yl)-2-(difluoromethyl)-8,8-dimethyl-7,8-dihydro-6H-cyclopenta[e]pyrazolo[1,5-a]pyrimidine-6-carboxamide